N,N-diglycidyl-m-toluidine C(C1CO1)N(C1=CC(=CC=C1)C)CC1CO1